BrC1=C(OCOCC[Si](C)(C)C)C=C(C(=C1)Cl)Cl [2-(2-bromo-4,5-dichlorophenoxymethoxy)ethyl]trimethylsilane